COC1=CC=C(C(=O)C2=CC=C(C=C2)F)C=C1 4-methoxy-4'-fluoro-benzophenone